OCC(O)CO anti-glycerol